methyl (S)-2-((4-methoxyphenyl)amino)-3,3-dimethyl-4-oxopentanoate COC1=CC=C(C=C1)N[C@H](C(=O)OC)C(C(C)=O)(C)C